1-methyl-7-[4-[3-(3-oxa-6-azabicyclo[3.1.1]heptan-6-yl)-3-oxo-propoxy]phenoxy]indazole-5-carboxamide CN1N=CC2=CC(=CC(=C12)OC1=CC=C(C=C1)OCCC(=O)N1C2COCC1C2)C(=O)N